FC=1C=C(C=C2C=NNC12)C#CC1=NC(=NC=C1)C1=NC(=NC=C1)N1CC2=CC=C(C=C2C1)F 7-fluoro-5-((2'-(5-fluoroisoindolin-2-yl)-[2,4'-bipyrimidinyl]-4-yl)ethynyl)-1H-indazole